CN1N=C(C=C1S(=O)(=O)N1CC2(C1)C[C@@H](CC2)N2CCOCC2)C(F)(F)F (R)-4-(2-((1-methyl-3-(trifluoromethyl)-1H-pyrazol-5-yl)sulfonyl)-2-azaspiro[3.4]oct-6-yl)morpholine